4-(3-bromo-2-fluoro-6-(trifluoromethyl)phenoxy)-2-fluoro-1-(4-fluorophenyl)-butan-1-one BrC=1C(=C(OCCC(C(=O)C2=CC=C(C=C2)F)F)C(=CC1)C(F)(F)F)F